5-(6-(((S)-1-cyclopropylethyl)amino)-4-(trifluoromethyl)pyridin-3-yl)-4-((S)-4,4-difluoro-2-Methylpyrrolidine-1-carbonyl)thiazole-2-carboxylic acid ethyl ester C(C)OC(=O)C=1SC(=C(N1)C(=O)N1[C@H](CC(C1)(F)F)C)C=1C=NC(=CC1C(F)(F)F)N[C@@H](C)C1CC1